(R)-(1,3-Dimethyl-azetidin-3-yl)-{5-[5-(3-hydroxymethyl-bicyclo[1.1.1]pent-1-yl)-[1,2,4]oxadiazol-3-yl]-pyridin-3-yl}-[4-(2,2,2-trifluoro-ethyl)-phenyl]-methanol CN1CC(C1)(C)[C@](O)(C1=CC=C(C=C1)CC(F)(F)F)C=1C=NC=C(C1)C1=NOC(=N1)C12CC(C1)(C2)CO